N-(cinnamoyl)-N'-phenylguanidine C(C=CC1=CC=CC=C1)(=O)NC(=N)NC1=CC=CC=C1